ClC1=CNC2=CC=C(C=C12)CNC(=O)[C@H]1N(CC1)C([C@@H](CCCCN1CCCCC1)NC(C)C)=O (2S)-N-[(3-Chloro-1H-indol-5-yl)methyl]-1-[(2R)-2-(isopropylamino)-6-(piperidin-1-yl)hexanoyl]azetidine-2-carboxamide